4-benzyloxy-2-chloro-7-fluoro-5-methoxy-quinoline C(C1=CC=CC=C1)OC1=CC(=NC2=CC(=CC(=C12)OC)F)Cl